NC1=C2N=CN(C2=NC(=N1)Cl)[C@H]1[C@H]([C@@H]([C@H](O1)CO[C@@](C(=O)O)(C(=O)OCC)CC1=CC=C(C=C1)OC(F)(F)F)O)F (S)-2-(((2R,3R,4S,5R)-5-(6-amino-2-chloro-9H-purin-9-yl)-4-fluoro-3-hydroxy-tetrahydrofuran-2-yl)methoxy)-3-ethoxy-3-oxo-2-(4-(trifluoromethoxy)benzyl)-propionic acid